Methyl (R)-2-((tert-butoxycarbonyl)amino)-2-(4-(((S)-2-(methyl-d3)pentyl-1,1-d2)oxy)phenyl)acetate C(C)(C)(C)OC(=O)N[C@@H](C(=O)OC)C1=CC=C(C=C1)OC([C@H](CCC)C([2H])([2H])[2H])([2H])[2H]